C(C1=CC=CC=C1)N(C(=O)NCC1=CC=C(C=C1)Br)CC1=CC=CC=C1 1,1-dibenzyl-3-(4-bromobenzyl)urea